O1CC(C1)N1C(=NC2=C1C=CC=C2)C2=C1CCCOC1=C(C(=C2)O)O 5-(1-(oxetan-3-yl)-1H-benzo[d]imidazol-2-yl)chroman-7,8-diol